N-((1r,2s)-2-(3,4-difluorophenyl)cyclopropyl)-1-isopropyl-6-(methylsulfanyl)-1H-pyrazolo[3,4-d]pyrimidin-4-amine hydrochloride Cl.FC=1C=C(C=CC1F)[C@H]1[C@@H](C1)NC1=C2C(=NC(=N1)SC)N(N=C2)C(C)C